N-(cyclohexylmethyl)-4-oxo-8-(1H-tetrazol-5-yl)-4H-chromene-2-carboxamide C1(CCCCC1)CNC(=O)C=1OC2=C(C=CC=C2C(C1)=O)C1=NN=NN1